[Si](C)(C)(C(C)(C)C)O[C@@H]1CC(C[C@H](C1)O[Si](C)(C)C(C)(C)C)=C\C=C/1\[C@@H]2CC[C@@H]([C@]2(CCC1)C)[C@@H](CN1C(COCC1)(C)C)C 4-((S)-2-((1R,3aS,7aR,E)-4-(2-((3R,5R)-3,5-bis((t-butyldimethylsilyl)oxy)cyclohexylidene)ethylidene)-7a-methyloctahydro-1H-inden-1-yl)propyl)-3,3-dimethyl-morpholine